heptadecan-9-yl 8-((3-hydroxypropyl)(6-(((nonyloxy)carbonyl)oxy)hexyl)amino)octanoate OCCCN(CCCCCCCC(=O)OC(CCCCCCCC)CCCCCCCC)CCCCCCOC(=O)OCCCCCCCCC